N-methyl-((2R,3S)-2-methylazetidin-3-yl)methanesulfonamide trifluoroacetate FC(C(=O)O)(F)F.CNS(=O)(=O)C[C@@H]1[C@H](NC1)C